BrC1=C2C=CC=NC2=C(C=C1)OC(F)(F)F 5-bromo-8-(trifluoromethoxy)quinoline